ClC=1N=NC(=CN1)N1CCC2(CC1)[C@@H](C1=CC=CC=C1C2)NS(=O)C(C)(C)C N-((S)-1'-(3-chloro-1,2,4-triazin-6-yl)-1,3-dihydrospiro[indene-2,4'-piperidin]-1-yl)-2-methylpropane-2-sulfinamide